1,2,3-triazolo[1,5-a]pyridin-5-amine N1=NC=C2N1C=CC(=C2)N